glycyl-L-phenylalanyl-6-(2,5-dioxo-2,5-dihydro-1H-pyrrol-1-yl)-L-norleucine tert-butyl-mono(trifluoroacetic acid) salt C(C)(C)(C)C(C(=O)OF)(F)F.NCC(=O)N[C@@H](CC1=CC=CC=C1)C(=O)N[C@@H](CCCCN1C(C=CC1=O)=O)C(=O)O